COC(=O)C1=C(C=NC=C1)NCC1C=2C=CC3=C(OCC3)C2CCC1 3-({2H,3H,6H,7H,8H,9H-naphtho[1,2-b]furan-6-ylmethyl}amino)pyridine-4-carboxylic acid methyl ester